5-fluoro-1,2,3-triazole FC1=CN=NN1